3-(tert-butoxy)-N-(4-(2-((1-ethyl-1H-pyrazol-4-yl)amino)pyrimidin-4-yl)-2-methylbenzyl)azetidine C(C)(C)(C)OC1CN(C1)CC1=C(C=C(C=C1)C1=NC(=NC=C1)NC=1C=NN(C1)CC)C